FC(C1=CC=C(C=C1)NC(=O)N1C2CCC1CC=1N=CN=CC12)(F)F (±)-N-(4-(Trifluoromethyl)phenyl)-6,7,8,9-tetrahydro-5H-5,8-epiminocyclohepta[d]pyrimidine-10-carboxamide